tert-butyl (R)-3-(2-fluoro-4-iodo-N-(1-methyl-1H-pyrazolo[3,4-c]pyridin-7-yl)benzamido)piperidine-1-carboxylate FC1=C(C(=O)N(C=2N=CC=C3C2N(N=C3)C)[C@H]3CN(CCC3)C(=O)OC(C)(C)C)C=CC(=C1)I